tert-butyl 3-(6-acetamido-1,3-benzodioxol-4-yl)propanoate C(C)(=O)NC=1C=C(C2=C(OCO2)C1)CCC(=O)OC(C)(C)C